NC1=C2C([C@]3([C@](OC4=C3C=CC(=C4)[C@@H]4[C@H](C4)C)(C2=CC=C1)O)NC(=O)C=1NC=C(C1C)S(=O)(=O)C)=O N-((4bR,9bR)-1-amino-4b-hydroxy-7-((1S,2S)-2-methylcyclopropyl)-10-oxo-4b,10-dihydro-9bH-indeno[1,2-b]benzofuran-9b-yl)-3-methyl-4-(methylsulfonyl)-1H-pyrrole-2-carboxamide